2,5,5'-trimethyl-1'H-[1,2'-bipyrrole]-3'-carboxylate CC=1N(C(=CC1)C)C=1NC(=CC1C(=O)[O-])C